(R)-4-(6-(3H-imidazo[4,5-b]pyridin-7-yl)-1-(methylsulfonyl)-1H-pyrrolo[2,3-b]pyridin-4-yl)-3-methylmorpholine N1=CNC2=NC=CC(=C21)C2=CC(=C1C(=N2)N(C=C1)S(=O)(=O)C)N1[C@@H](COCC1)C